C(C)(C)(C)N(C(O)=O)C1=CC2=C(N(C(=N2)CCl)C[C@H]2OCC2)C=C1.NC1=C(C(=O)NC2CCC(CC2)O)C=C(C=N1)C1=C(C=C(C=C1)N1CCNCC1)F 2-amino-5-(2-fluoro-4-(piperazin-1-yl)phenyl)-N-((1r,4r)-4-hydroxycyclohexyl)nicotinamide tert-butyl-(S)-(2-(chloromethyl)-1-(oxetan-2-ylmethyl)-1H-benzo[d]imidazol-5-yl)carbamate